2-hydroxybenzoyl-N-[(5-nitro)thiazol-2-yl]amide OC1=C(C(=O)[N-]C=2SC(=CN2)[N+](=O)[O-])C=CC=C1